N-(3-fluoro-2-methoxyphenyl)-4-{[(3-{[(3S)-4-methylmorpholin-3-yl]methoxy}pyridin-4-yl)methyl]amino}-2-oxo-1,2,5,6-tetrahydropyridine-3-carbothioamide FC=1C(=C(C=CC1)NC(=S)C=1C(NCCC1NCC1=C(C=NC=C1)OC[C@H]1N(CCOC1)C)=O)OC